N-{[4-({[(2S)-4-(N,N-dimethylglycyl)morpholin-2-yl]methyl}amino)-3-nitrophenyl]sulfonyl}-2-(1H-pyrrolo[2,3-b]pyridin-5-yloxy)benzamide CN(CC(=O)N1C[C@@H](OCC1)CNC1=C(C=C(C=C1)S(=O)(=O)NC(C1=C(C=CC=C1)OC=1C=C2C(=NC1)NC=C2)=O)[N+](=O)[O-])C